7-methoxy-2-methylquinazoline-4-thiol COC1=CC=C2C(=NC(=NC2=C1)C)S